3-(dimethylamino)-4-((4-(5-(trifluoromethyl)-1,2,4-oxadiazol-3-yl)phenyl)amino)cyclobut-3-ene-1,2-dione CN(C=1C(C(C1NC1=CC=C(C=C1)C1=NOC(=N1)C(F)(F)F)=O)=O)C